OC(C)(C)C1=NC=CC(=C1)C1=C2C(=NC=C1)C=C(O2)C=2C=C1CNC(C1=CC2)=O 5-(7-(2-(2-hydroxypropan-2-yl)pyridin-4-yl)furo[3,2-b]pyridin-2-yl)isoindolin-1-one